2-(4-(dimethylamino)phenyl)-6-(p-tolyl)benzo[b]Thiophene-3-carboxamide CN(C1=CC=C(C=C1)C1=C(C2=C(S1)C=C(C=C2)C2=CC=C(C=C2)C)C(=O)N)C